CN1C(C2=C(C(=C1)C1=CC=C3C=CN(C3=C1)CC1=CC=CC=C1)C=CN2)=O 6-methyl-4-(1-benzyl-1H-indol-6-yl)-1,6-dihydro-7H-pyrrolo[2,3-c]pyridin-7-one